OCC1OC(C(C(C1O)O)O)OCCC1=CC=CC=C1 2-(hydroxymethyl)-6-(2-phenylethoxy)oxane-3,4,5-triol